C(C)(=O)NC1=CC=C(CCN[C@@H](C(=O)N[C@@H](C)C(=O)OC)CCC2=CC=CC=C2)C=C1 methyl ((R)-2-((4-acetamidophenethyl)amino)-4-phenylbutanoyl)-L-alaninate